C(C1=CC=CC=C1)N1CC(C(C1)C(=O)O)C(=O)O 1-(benzyl)-3,4-pyrrolidinedicarboxylic acid